2,2-dimethyl-5-[[(2S)-piperidin-2-yl]methoxy]-2,4-dihydro-1,3-benzodioxin-4-one hydrochloride Cl.CC1(OC(C2=C(O1)C=CC=C2OC[C@H]2NCCCC2)=O)C